2'-chloro-5'-methoxy-6-methyl-N-(5-(pyrazolo[1,5-a]pyridine-7-carbonyl)-5,6-dihydro-4H-pyrrolo[3,4-d]thiazol-2-yl)-[4,4'-bipyridine]-3-carboxamide ClC1=NC=C(C(=C1)C1=C(C=NC(=C1)C)C(=O)NC=1SC2=C(N1)CN(C2)C(=O)C2=CC=CC=1N2N=CC1)OC